3-[4-(2-methoxyphenyl)piperazin-1-yl]Propylamine COC1=C(C=CC=C1)N1CCN(CC1)CCCN